OC1C[C@H](NC1)C(=O)OCCCCCCC(C(=O)OC(CCCCCCCC)CCCCCCCC)(C)C [7,7-dimethyl-8-(1-octylnonoxy)-8-oxo-octyl] (2S)-4-hydroxypyrrolidine-2-carboxylate